Benzyl [(1R,2R,5S)-5-[(6-aminothieno[3,2-b]pyridin-7-yl)amino]-2-(cyanomethyl)cyclohexyl]carbamate NC=1C(=C2C(=NC1)C=CS2)N[C@H]2CC[C@@H]([C@@H](C2)NC(OCC2=CC=CC=C2)=O)CC#N